2-methoxy-4-(pyrrolidin-3-yloxy)-N-((5-(thiophen-2-yl)-1,3,4-oxadiazol-2-yl)methyl)benzamide COC1=C(C(=O)NCC=2OC(=NN2)C=2SC=CC2)C=CC(=C1)OC1CNCC1